N1(CCCCC1)CCN1N=C(C=C1)S(=O)(=O)N 1-(2-(piperidin-1-yl)ethyl)-1H-pyrazole-3-sulfonamide